2'-ethyl-4-(1-(5-fluoropyridinoyl)pyrrolidin-3-yl)biphenyl-3-carbaldehyde C(C)C1=C(C=CC=C1)C1=CC(=C(C=C1)C1CN(CC1)C(=O)C1=NC=C(C=C1)F)C=O